2,2'-dihydroxy-4-(3-methacryloxy-2-hydroxypropoxy)benzophenone OC1=C(C(=O)C2=C(C=CC=C2)O)C=CC(=C1)OCC(COC(C(=C)C)=O)O